N-[3-({[2-anilino-5-(trifluoromethyl)pyrimidin-4-yl]amino}methyl)-5-methylpyridin-2-yl]-N-methylmethanesulfonamide N(C1=CC=CC=C1)C1=NC=C(C(=N1)NCC=1C(=NC=C(C1)C)N(S(=O)(=O)C)C)C(F)(F)F